2-chloro-3-piperazin-1-yl-quinoline ClC1=NC2=CC=CC=C2C=C1N1CCNCC1